FC1CCN2CCC=C12 Fluorotetrahydro-1H-pyrrolizine